(Z)-oct-2-en-1-yl 11-(2-(dimethylamino)ethyl)icosanoate CN(CCC(CCCCCCCCCC(=O)OC\C=C/CCCCC)CCCCCCCCC)C